CC1=C(C=CC=C1)CC(=O)OC methyl o-methylphenylacetate